C(OC1CCC2=CC=CC=C12)(OC1CCC2=CC=CC=C12)=O diindanyl carbonate